5-((4'-methyl-[1,1'-biphenyl]-4-yl)oxy)-1H-1,2,3-triazole-4-carboxylic acid CC1=CC=C(C=C1)C1=CC=C(C=C1)OC1=C(N=NN1)C(=O)O